(2r,3r,4s,5r,6s)-5-(benzyloxy)-2-(hydroxymethyl)-4-(4-(3,4,5-trifluorophenyl)-1H-1,2,3-triazol-1-yl)-1,7-dioxaspiro[5.5]undecan-3-ol C(C1=CC=CC=C1)O[C@@H]1[C@H]([C@H]([C@H](O[C@]12OCCCC2)CO)O)N2N=NC(=C2)C2=CC(=C(C(=C2)F)F)F